4-((S)-1-(tetrahydro-2H-pyran-4-yl)ethylamino)-6-(6-(methoxymethyl)pyridin-3-yl)quinoline-3-carboxamide O1CCC(CC1)[C@H](C)NC1=C(C=NC2=CC=C(C=C12)C=1C=NC(=CC1)COC)C(=O)N